C(C)C(C1=CC(=C(C(=C1)C(C)(C)C)O)C(C)(C)C)P([O-])([O-])=O.ClC1=C(C=CC(=C1)Cl)[S+](C1=C(C=C(C=C1)Cl)Cl)C1=C(C=C(C=C1)Cl)Cl.ClC1=C(C=CC(=C1)Cl)[S+](C1=C(C=C(C=C1)Cl)Cl)C1=C(C=C(C=C1)Cl)Cl tris(2,4-dichlorophenyl)sulfonium ethyl-3,5-di-tert-butyl-4-hydroxybenzylphosphonate